3-bromo-5-(4-cyclopropyl-2-fluoro-phenoxy)-4-methyl-pyridine BrC=1C=NC=C(C1C)OC1=C(C=C(C=C1)C1CC1)F